trans-tert-butyl 4-((3,5-dimethylmorpholino)methyl)piperidine-1-carboxylate C[C@@H]1COC[C@H](N1CC1CCN(CC1)C(=O)OC(C)(C)C)C